4-chloro-6-(1,1-difluoroethyl)pyridine ClC1=CC=NC(=C1)C(C)(F)F